9H-fluoren-9-ylmethyl 4-[3-(tert-butoxycarbonylamino)benzoyl]piperazine-1-carboxylate C(C)(C)(C)OC(=O)NC=1C=C(C(=O)N2CCN(CC2)C(=O)OCC2C3=CC=CC=C3C=3C=CC=CC23)C=CC1